4-[4-({[4-chloro-3-(trifluoromethyl)phenyl]carbamoyl}amino)-3-fluorophenoxy]-N-(hydroxymethyl)pyridine-2-carboxamide ClC1=C(C=C(C=C1)NC(=O)NC1=C(C=C(OC2=CC(=NC=C2)C(=O)NCO)C=C1)F)C(F)(F)F